C(C1=CC=CC=C1)OC[C@H](C)N (S)-1-(benzyloxy)-2-propylamine